sodium dimethyl-taurine CN(CCS(=O)(=O)O)C.[Na]